5-(1-methylcyclopropoxy)-3-[6-[1-(4-piperidinylmethyl)-4-piperidinyl]pyrimidin-4-yl]-1H-indazole CC1(CC1)OC=1C=C2C(=NNC2=CC1)C1=NC=NC(=C1)C1CCN(CC1)CC1CCNCC1